C(#N)C1=NC=CC=C1 2-Cyanopyridine